O1[C@@H](CC1)CN1C(=NC2=C1C=C(C=C2)C(=O)O)CC2CCC(CC2)OC2=NC(=NC=C2)COC2=C(C=C(C=C2)C#N)F 1-{[(2S)-Oxetan-2-yl]methyl}-2-{[(1s,4s)-4-({2-[(4-cyano-2-fluorophenoxy)methyl]pyrimidin-4-yl}oxy)cyclohexyl]methyl}-1H-1,3-benzodiazole-6-carboxylic acid